1-[2-(tert-butoxy)-2-oxoethyl]-2-methyl-1H-1,3-benzodiazole-4-carboxylic acid C(C)(C)(C)OC(CN1C(=NC2=C1C=CC=C2C(=O)O)C)=O